C(C)OP(OCC)(=O)C1=CC=C(C=C1)CN1C=C(C2=CC(=CC=C12)C(N)=O)Cl 4-((5-carbamoyl-3-chloroindol-1-yl)methyl)phenylphosphonic acid diethyl ester